2-((5-fluoro-2-methoxy-4-(1-methyl-1H-pyrazol-4-yl)phenyl)amino)-4-((tetrahydro-2H-pyran-4-yl)amino)-7H-pyrrolo[2,3-d]pyrimidine-5-carbonitrile FC=1C(=CC(=C(C1)NC=1N=C(C2=C(N1)NC=C2C#N)NC2CCOCC2)OC)C=2C=NN(C2)C